CC=1C=C2C3=C(NC2=CC1)N=C(N=C3)C3=CC=CC=C3 6-methyl-2-phenyl-9H-pyrimido[4,5-b]indole